[N+3].[N-]1C=NC=C1.[N-]1C=NC=C1.[N-]1C=NC=C1 imidazolide nitrogen